5-[[2-[(2R,5S)-5-methyl-2-[5-(methylcarbamoyl)-2-thienyl]-1-piperidyl]-2-oxo-acetyl]amino]pyridine-3-carboxamide C[C@H]1CC[C@@H](N(C1)C(C(=O)NC=1C=C(C=NC1)C(=O)N)=O)C=1SC(=CC1)C(NC)=O